NCC(C(C)C)C(C)C 3-(aminomethyl)-2,4-dimethylpentane